O=C1NC(CCC1C1=C(C=C(C=C1F)C1CCN(CC1)C1=NC=C(C=N1)C=O)F)=O 2-(4-(4-(2,6-dioxopiperidin-3-yl)-3,5-difluorophenyl)piperidin-1-yl)pyrimidine-5-carbaldehyde